[(2R,3S,4R,5R)-5-[2-chloro-4-[[(1S)-1-(2-fluorophenyl)ethyl]-amino]pyrrolo[2,3-d]-pyrimidin-7-yl]-3,4-dihydroxy-tetrahydro-furan-2-yl]methoxy-methylphosphonic acid ClC=1N=C(C2=C(N1)N(C=C2)[C@H]2[C@@H]([C@@H]([C@H](O2)COCP(O)(O)=O)O)O)N[C@@H](C)C2=C(C=CC=C2)F